BrC1=C(C(=CC=C1)OCCCBr)C 1-bromo-3-(3-bromopropyloxy)-2-methylbenzene